CN1N=C2C(=CC(=CC2=C1)C1=CC2=C(N=CN=[N+]2[O-])C(=C1)F)C 7-(2,7-dimethyl-2H-indazol-5-yl)-5-fluorobenzo[e][1,2,4]triazine 1-oxide